O1CC(C1)N[C@@H]1[C@H](CCCC1)CC=1C=C2CN(C(C2=CC1)=O)C1C(NC(CC1)=O)=O 3-(5-(((1R,2S)-2-(oxetan-3-ylamino)cyclohexyl)methyl)-1-oxoisoindolin-2-yl)piperidine-2,6-dione